Cl.C(C)OC(C(OCC)=N)=O ethyl-2-ethoxy-iminoacetate hydrochloride